Cl.BrC1=CN=CC(=N1)NC(=O)[C@H]1N[C@@H]2C[C@@]2(C1)C (1R,3S,5R)-N-(6-bromopyrazin-2-yl)-5-methyl-2-azabicyclo[3.1.0]Hexane-3-carboxamide hydrochloride